(1,1,2,2,3,3-Hexadeuterio-3-(18F)fluoro-propyl) 2-ethyl-2-[[6-[[(1S,2S)-2-(hydroxymethyl)cyclopropyl]methoxy]-5-(3-methoxyazetidin-1-yl)pyridine-2-carbonyl]amino]butanoate C(C)C(C(=O)OC(C(C([18F])([2H])[2H])([2H])[2H])([2H])[2H])(CC)NC(=O)C1=NC(=C(C=C1)N1CC(C1)OC)OC[C@@H]1[C@H](C1)CO